3-(1-hydroxyl-methylethyl)-4-methylbenzoic acid OC(C)(C=1C=C(C(=O)O)C=CC1C)C